CC1CC(=CCC1)CCCC(C)C 1-Methyl-3-(4-methylpentyl)-3-cyclohexen